(S)-5-((4-((2-hydroxy-1-phenylethyl)amino)-5-(5-(2-hydroxypropan-2-yl)-1,3,4-oxadiazol-2-yl)pyrimidin-2-yl)amino)-3,3-dimethyl-[1,2]oxaborolo[4,3-b]pyridin-1(3H)-ol OC[C@H](C1=CC=CC=C1)NC1=NC(=NC=C1C=1OC(=NN1)C(C)(C)O)NC1=CC=C2C(=N1)C(OB2O)(C)C